1-[3-[[2-[[3-Methoxy-1-(2-morpholinoethyl)pyrazol-4-yl]amino]-5-(trifluoromethyl)pyrimidin-4-yl]amino]propyl]piperidin-2-one COC1=NN(C=C1NC1=NC=C(C(=N1)NCCCN1C(CCCC1)=O)C(F)(F)F)CCN1CCOCC1